C1(CC1)S(=O)(=O)NC1=CC(=NC=C1)CNC(=O)C=1SC(=CN1)C1=NC(=CN=C1)OCC(F)(F)F N-[(4-cyclopropanesulfonamidopyridin-2-yl)methyl]-5-[6-(2,2,2-trifluoroethoxy)pyrazin-2-yl]-1,3-thiazole-2-carboxamide